2,6-Dimethyl-phenol CC1=C(C(=CC=C1)C)O